4-(furan-2-yl)-6-[6-(1H-pyrazol-4-yloxy)-1H-1,2,3-benzotriazol-1-yl]pyrimidin-2-amine O1C(=CC=C1)C1=NC(=NC(=C1)N1N=NC2=C1C=C(C=C2)OC=2C=NNC2)N